3,3-dimethyl-N-(3-methyl-1,1-dioxidothietan-3-yl)-1-(2-methylbenzo[d]oxazol-6-yl)-2-oxoindoline-5-carboxamide CC1(C(N(C2=CC=C(C=C12)C(=O)NC1(CS(C1)(=O)=O)C)C1=CC2=C(N=C(O2)C)C=C1)=O)C